CNC(=O)C1=NC=C(C=C1)N1CCNCC1 N-methyl-5-(piperazin-1-yl)pyridineamide